CC=1C=NC=CC1C1=CC=CC=2[C@@H](CCOC21)CNC(OC(C)(C)C)=O tert-butyl N-{[(4R)-8-(3-methylpyridin-4-yl)-3,4-dihydro-2H-1-benzopyran-4-yl]methyl}carbamate